benzyl 4-(5-bromopyrazin-2-yl)-2,3-dihydroindole-1-carboxylate BrC=1N=CC(=NC1)C1=C2CCN(C2=CC=C1)C(=O)OCC1=CC=CC=C1